1,1-Dimethylethyl 6-amino-2-azabicyclo[2.2.1]heptane-2-carboxylate NC1CC2CN(C1C2)C(=O)OC(C)(C)C